Tert-butyl 4-[4-[(2,6-dioxo-3-piperidyl) amino] phenyl]-3,3-difluoro-piperidine-1-carboxylate O=C1NC(CCC1NC1=CC=C(C=C1)C1C(CN(CC1)C(=O)OC(C)(C)C)(F)F)=O